N-(6-(4-methylpiperazin-1-yl)pyridin-3-Yl)pyrimidine-2-amine CN1CCN(CC1)C1=CC=C(C=N1)NC1=NC=CC=N1